CN(C(=O)[C@@H]1C[C@@H](CN1)SC1=C(N2C([C@@H]([C@H]2[C@H]1C)[C@@H](C)NC(=O)OC)=O)C(=O)O)C (4R,5S,6R)-3-((3S,5S)-5-(Dimethylcarbamoyl)pyrrolidin-3-ylthio)-6-((R)-1-(methoxycarbonylamino)ethyl)-4-methyl-7-oxo-1-azabicyclo[3.2.0]hept-2-ene-2-carboxylic acid